ClCCCS(=O)(=O)[O-].[Na+] sodium 3-chloropropane-1-sulfonate